The molecule is a 3-oxoacyl-CoA that results from the formal condensation of the thiol group of coenzyme A with the carboxy group of 6-oxocyclohex-1-ene-1-carboxylic acid. It derives from a coenzyme A. It is a conjugate acid of a 6-oxocyclohex-1-ene-1-carbonyl-CoA(4-). CC(C)(COP(=O)(O)OP(=O)(O)OC[C@@H]1[C@H]([C@H]([C@@H](O1)N2C=NC3=C(N=CN=C32)N)O)OP(=O)(O)O)[C@H](C(=O)NCCC(=O)NCCSC(=O)C4=CCCCC4=O)O